((2S,3R,6R)-2,6-Dimethyl-3-(((4-(trifluoromethyl)pyrimidin-2-yl)amino)methyl)morpholino)(4-(5-fluoropyrimidin-2-yl)-1,5-dimethyl-1H-pyrazol-3-yl)methanone C[C@@H]1O[C@@H](CN([C@@H]1CNC1=NC=CC(=N1)C(F)(F)F)C(=O)C1=NN(C(=C1C1=NC=C(C=N1)F)C)C)C